N,N-diethylhydroxy-ammonium C(C)[NH+](CC)O